1,10-decanediphosphonic acid C(CCCCCCCCCP(O)(=O)O)P(O)(=O)O